(S)-N-(2-Methoxy-1-methyl-ethyl)hexan-3-imine COC[C@H](C)N=C(CC)CCC